N1(CCNCC1)C1=CC(=NC=C1)NC=1SC2=C(N1)C=CC(=C2)C2=CC=NC=C2 N-(4-(piperazin-1-yl)pyridin-2-yl)-6-(pyridin-4-yl)benzo[d]thiazol-2-amine